methyl 4-(cyclohexen-1-yl)-2-methylbenzoate C1(=CCCCC1)C1=CC(=C(C(=O)OC)C=C1)C